NC=1SC2=C(C1C#N)C(=CC=C2F)C2=C1C(=C3C=CC(=NC3=C2Cl)OC[C@H]2N(CCC2)C)COC1 2-Amino-4-[5-chloro-7-[[(2S)-1-methylpyrrolidin-2-yl]methoxy]-1,3-dihydrofuro[3,4-f]quinolin-4-yl]-7-fluoro-benzothiophene-3-carbonitrile